tert-butyl-4-(6-(3-(pyrrolidin-1-yl)propyl)pyrazolo[1,5-a]pyridin-3-yl)piperazine-1-carboxylate C(C)(C)(C)OC(=O)N1CCN(CC1)C=1C=NN2C1C=CC(=C2)CCCN2CCCC2